NC(CC(=O)O)C(NC(COC(CC)=O)C(C)O)=O 3-amino-3-{[3-hydroxy-1-(propionyloxy)butan-2-yl]carbamoyl}propanoic acid